C(C)C(CC=1C(SC2=C3C(=[SiH]C21)C=CS3)CC(CCCC)CC)CCCC bis(2-ethylhexyl)dithieno[3,2-b:2',3'-d]silole